O1C=NC2=C1C=C(C=C2)CNC(C)C2=NC=CC=C2F N-(benzo[d]oxazol-6-ylmethyl)-1-(3-fluoropyridin-2-yl)ethan-1-amine